2,2,2-trifluoro-N-methyl-N-(trimethylsilyl)acetamide CN(C(=O)C(F)(F)F)[Si](C)(C)C